2'-methoxy-4'-(5-methyl-1,2,4-oxadiazol-3-yl)-[1,1'-biphenyl]-4-formic acid COC1=C(C=CC(=C1)C1=NOC(=N1)C)C1=CC=C(C=C1)C(=O)O